tert-butyl ((1r,3r)-3-(4-(2-(4-((5-(2-oxa-6-azaspiro[3.3]heptane-6-yl)pyrimidin-2-yl)oxy)phenyl)propan-2-yl)phenoxy)cyclobutyl)carbamate C1OCC12CN(C2)C=2C=NC(=NC2)OC2=CC=C(C=C2)C(C)(C)C2=CC=C(OC1CC(C1)NC(OC(C)(C)C)=O)C=C2